4-(7-methylpyrazolo-[1,5-a]pyridin-3-yl)-7-[(5-piperazin-1-yl-2-pyridyl)amino]isoindolin-1-one CC1=CC=CC=2N1N=CC2C2=C1CNC(C1=C(C=C2)NC2=NC=C(C=C2)N2CCNCC2)=O